C(C1=CC=CC=C1)OC1=C(C=C(C(=O)O)C=C1)OC 4-benzyloxy-3-methoxybenzoic acid